CN1N=CC=2C1=CN=CC2C2=CC=C(C=C2)N2C(N(C1=C2C=CC=C1)CC(=O)OCC)=O ethyl 2-[3-[4-(1-methylpyrazolo[3,4-c]pyridin-4-yl)phenyl]-2-oxobenzimidazol-1-yl]acetate